BrC1=CC=C(C=C1)[C@H]1SCC[C@H](NC1=O)CNC(=O)C=1SC=C(N1)C1=CC=CC=C1 N-[[(2R,5S)-2-(4-bromophenyl)-3-oxo-1,4-thiazepan-5-yl]methyl]-4-phenyl-thiazole-2-carboxamide